decixanthin N1C(=O)NC=2N=C(NC2C1=O)C1=NC2=NC(N(C(C2=N1)=O)C1=NC2=NC(N(C(C2=N1)=O)C1=NC2=NC(N(C(C2=N1)=O)C1=NC2=NC(N(C(C2=N1)=O)C1=NC2=NC(N(C(C2=N1)=O)C1=NC2=NC(N(C(C2=N1)=O)C1=NC2=NC(N(C(C2=N1)=O)C1=NC2=NC(N(C(C2=N1)=O)C1=NC2=NC(NC(C2=N1)=O)=O)=O)=O)=O)=O)=O)=O)=O)=O